1-(2-aminothiazolo[5,4-b]pyridin-5-yl)piperidin-4-ol NC=1SC2=NC(=CC=C2N1)N1CCC(CC1)O